CC1(CCN(CC1)C1=CC(=NC=C1)C(=O)NC1=NC=C(C=C1)OC1=CC=NC2=CC(=C(C=C12)OC)OCCCN1CCOCC1)C 4-(4,4-Dimethylpiperidin-1-yl)-N-(5-((6-methoxy-7-(3-morpholinopropoxy)chinolin-4-yl)oxy)pyridin-2-yl)picolinamid